CC1=C(C(=CC=C1)C)C1=NC=2NS(C3=CC=CC(C(N4[C@H](CNC[C@@H](OC(=C1)N2)C4)C(C)C)=O)=C3)(=O)=O (16R,20S)-12-(2,6-dimethylphenyl)-20-(propan-2-yl)-15-oxa-8λ6-thia-1,9,11,18,22-pentaazatetracyclo[14.4.1.13,7.110,14]tricosa-3(23),4,6,10(22),11,13-hexaene-2,8,8-trione